Methyl (S)-2-(4-(2-chloroacetamido)-3-fluoro-5-((oxetan-2-ylmethyl)amino)phenyl)-acetate ClCC(=O)NC1=C(C=C(C=C1NC[C@H]1OCC1)CC(=O)OC)F